1-(7-((5-(imidazo[1,2-a]pyrimidin-6-yl)-4-methoxy-7H-pyrrolo[2,3-d]pyrimidin-2-yl)amino)-2-azaspiro[3.5]nonan-2-yl)ethan-1-one N=1C=CN2C1N=CC(=C2)C2=CNC=1N=C(N=C(C12)OC)NC1CCC2(CN(C2)C(C)=O)CC1